FC(C=1N=C(OC1C(=O)N1[C@@H](C2=C(CC1)NC=N2)C=2SC1=C(N2)C(=CC=C1)C(F)(F)F)[C@@H](C)O)F (4-(difluoromethyl)-2-((R)-1-hydroxyethyl)oxazol-5-yl)((S)-4-(4-(trifluoromethyl)benzo[d]thiazol-2-yl)-6,7-dihydro-1H-imidazo[4,5-c]pyridin-5(4H)-yl)methanone